(7R,8S)-8-hydroxy-7-((S)-5H-imidazo[5,1-a]isoindol-5-yl)-5,6,7,8-tetrahydronaphthalene-2-carbonitrile O[C@H]1[C@H](CCC=2C=CC(=CC12)C#N)[C@@H]1N2C(C3=CC=CC=C13)=CN=C2